Methyl 4-[4-(tert-butoxycarbonyl) piperazin-1-yl]-2-cyclopropylindazole-7-carboxylate C(C)(C)(C)OC(=O)N1CCN(CC1)C=1C2=CN(N=C2C(=CC1)C(=O)OC)C1CC1